BrC1=CC=C(C=C1)CCCCCC(O)S 6-(4-bromophenyl)-sulfanylhexan-1-ol